C1(=CC=CC=C1)[C@H]1CN(CC1)C(=O)OC[C@@H](CN1CC2=CC=CC=C2CC1)O (R)-3-(3,4-dihydroisoquinolin-2(1H)-yl)-2-hydroxypropyl (S)-3-phenylpyrrolidine-1-carboxylate